1-oxothiolan O=S1CCCC1